ClC=1C(=CC(=NC1)N1C(COCC1)(C)C)N 5-chloro-2-(3,3-dimethylmorpholino)pyridin-4-amine